(1r,4r)-N1-(5-Fluoro-4-(6-(pyridin-3-yl)imidazo[1,2-a]pyridin-3-yl)pyrimidin-2-yl)cyclohexan-1,4-diamin FC=1C(=NC(=NC1)NC1CCC(CC1)N)C1=CN=C2N1C=C(C=C2)C=2C=NC=CC2